2-(3-chloro-4-fluoro-N-(6-hydroxy-1,5-naphthyridin-4-yl)anilino)-N-(3-hydroxypropyl)acetamide ClC=1C=C(N(C2=CC=NC3=CC=C(N=C23)O)CC(=O)NCCCO)C=CC1F